methyl 1,1-dimethyl-2-(2,4,5-tribromothiophen-3-yl)-ethyl carbonate C(OC)(OC(CC1=C(SC(=C1Br)Br)Br)(C)C)=O